CN1C(C=2N(N=C3C=C(C=CC23)B2OC(C(O2)(C)C)(C)C)CC1)=O 2-methyl-8-(4,4,5,5-tetramethyl-1,3,2-dioxaborolan-2-yl)-3,4-dihydropyrazino[1,2-b]indazol-1(2H)-one